(1S,3S,5S)-5-methyl-2-(2-{[4-(pyridin-3-yloxy)phenyl]formamido}acetyl)-2-azabicyclo[3.1.0]hexane-3-carboxylic acid C[C@@]12C[C@H](N([C@H]2C1)C(CNC(=O)C1=CC=C(C=C1)OC=1C=NC=CC1)=O)C(=O)O